rel-2-((3R,4R)-4-(((6-(cyclopropyl(2-fluoro-4-(1-methyl-1H-pyrazol-4-yl)benzyl)amino)-5-fluoropyrimidin-4-yl)amino)methyl)-3,4-dihydroxypiperidin-1-yl)acetamide C1(CC1)N(C1=C(C(=NC=N1)NC[C@]1([C@@H](CN(CC1)CC(=O)N)O)O)F)CC1=C(C=C(C=C1)C=1C=NN(C1)C)F |o1:12,13|